Cyclobutyl (1-{(S)-2-[(S)-3-isobutyl-2-oxo-1-piperazinyl]-4-methylvaleryl}-4-piperidyl)acetate C(C(C)C)[C@H]1C(N(CCN1)[C@H](C(=O)N1CCC(CC1)CC(=O)OC1CCC1)CC(C)C)=O